CN1C=NC(=C1)C=1C=C(C=C2C=C(NC12)C1=CC(=CC=C1)C(F)(F)F)NS(=O)(=O)C N-(7-(1-methyl-1H-imidazol-4-yl)-2-(3-(trifluoromethyl)phenyl)-1H-indol-5-yl)methanesulfonamide